C(C)O[Si](OCC)(OCC)CN1N=CC2=C1C=CC=C2 1-(triethoxysilylmethyl)-benzo[d]-1,2-diazole